BrC=1C=2N(C=CC1)C(=NC2)C(C)(C)NC(OC(C)(C)C)=O tert-butyl (2-(8-bromoimidazo[1,5-a]pyridin-3-yl)propan-2-yl)carbamate